C(CCCCCCCCCCCCC)(=O)N[C@@H](C(O)[C@H]1[C@H](O)[C@@H](O)[C@H](O[C@H]2[C@H](O)[C@@H](O)[C@@H](O)[C@H](O2)CO)[C@H](O1)CO)[C@H](O)CCCCCCCCCCCCCCC N-(tetradecanoyl)-1-beta-lactosyl-sphinganine